C(CCCCCCCCCCCCC)(=O)OCCCCCCCCC(C)(C)C neododecyl myristate